3-ethyl-5-(3-isopropyl-5-(piperidin-4-yl)-1H-indol-2-yl)-1,6-dimethylpyridin-2(1H)-one C(C)C=1C(N(C(=C(C1)C=1NC2=CC=C(C=C2C1C(C)C)C1CCNCC1)C)C)=O